(3-bromophenyl)-magnesium chloride BrC=1C=C(C=CC1)[Mg]Cl